pyrazolo-[1,5-a]-pyrimidine-3,7-diamine N1=CC(=C2N1C(=CC=N2)N)N